Tert-butyl (2-(4-((6-(aminomethyl)-1-((1-methyl-1H-imidazol-4-yl)methyl)-1H-indol-3-yl)methyl)piperazin-1-yl)ethyl)carbamate NCC1=CC=C2C(=CN(C2=C1)CC=1N=CN(C1)C)CN1CCN(CC1)CCNC(OC(C)(C)C)=O